COC(=O)C1=CC2=C(OC3(CC3)C(N2C)=O)C=C1[N+](=O)[O-] 4-methyl-7-nitro-3-oxo-3,4-dihydrospiro[benzo[b][1,4]oxazine-2,1'-cyclopropane]-6-carboxylic acid methyl ester